phenyl diphosphite O(P([O-])OP([O-])[O-])C1=CC=CC=C1